FC(C1=C(C=CC=C1)C1=C2C(=NC=C1)NNC2=O)(F)F 4-[2-(trifluoromethyl)phenyl]-2H-pyrazolo[3,4-b]pyridin-3-one